mercaptoCoA SSCCNC(CCNC([C@@H](C(COP(OP(OC[C@@H]1[C@H]([C@H]([C@@H](O1)N1C=NC=2C(N)=NC=NC12)O)OP(=O)(O)O)(=O)O)(=O)O)(C)C)O)=O)=O